methyl 4-(3-chloro-5-fluoro-4-hydroxybenzamido)-1,3-thiazole-5-carboxylate ClC=1C=C(C(=O)NC=2N=CSC2C(=O)OC)C=C(C1O)F